1-[2-(2-chlorophenyl)-3-(4-chlorophenyl)-5-(2-hydroxy-2-methyl-propoxy)pyrazolo[1,5-a]pyrimidin-7-yl]-4-methyl-piperidine-4-carboxamide ClC1=C(C=CC=C1)C1=NN2C(N=C(C=C2N2CCC(CC2)(C(=O)N)C)OCC(C)(C)O)=C1C1=CC=C(C=C1)Cl